4-[3-[2,6-Dichloro-4-(4-ethylpiperazin-1-yl)benzoyl]-2,4-dihydro-1,3-benzoxazin-8-yl]-5-fluoro-2-(3-oxa-8-azabicyclo[3.2.1]oct-8-yl)benzoic acid hydrate O.ClC1=C(C(=O)N2COC3=C(C2)C=CC=C3C3=CC(=C(C(=O)O)C=C3F)N3C2COCC3CC2)C(=CC(=C1)N1CCN(CC1)CC)Cl